1-cyclopropyl-4-((6-(2-hydroxy-6-methyl-4-(trifluoromethyl)phenyl)-3-methyl-2H-pyrazolo[3,4-b]pyridin-2-yl)methyl)pyrrolidin-2-one C1(CC1)N1C(CC(C1)CN1N=C2N=C(C=CC2=C1C)C1=C(C=C(C=C1C)C(F)(F)F)O)=O